FC(C=1C=C(C(=O)O)C=C(C1)C(F)(F)F)(F)F 3,5-Ditrifluoromethylbenzoic acid